CN1CCN(CC1)C1=CC=C(C=N1)NC1=NC=C2N=C(N(C2=N1)C1CCN(CC1)C(C=C)=O)NC1=CC=CC=C1 2-(6-(4-methyl-1-piperazinyl)-3-pyridylamino)-8-phenylamino-9-(N-acryloyl-4-piperidinyl)-9H-purine